N1(CCCCC1)CCOC1=CC=C(C=C1)C1=NOC(=N1)C1=CC=C(C2=CC=CC=C12)NC(=O)NCC1=CC=NC=C1 1-(4-(3-(4-(2-(piperidin-1-yl)ethoxy)phenyl)-1,2,4-oxadiazol-5-yl)naphthalen-1-yl)-3-(pyridin-4-ylmethyl)urea